tert-Butyl 3-ethyl-4-oxoazepane-1-carboxylate C(C)C1CN(CCCC1=O)C(=O)OC(C)(C)C